FC1=CC=C(C=C1)C1=NC2=CC=CC=C2C(N1)=O 2-(4-fluorophenyl)-quinazolin-4(3H)-one